(oxetan-2-ylmethyl)-1-tetrahydropyran-2-yl-indazole-5-carboxylic acid O1C(CC1)CC1=NN(C2=CC=C(C=C12)C(=O)O)C1OCCCC1